C(CCCC=CC)(=O)O 5-heptenoic acid